C1(CCCCC1)CCCOC=1C=C(C=CC1)NC1=C(C=C(C(=O)N=C2NCCN2)C=C1)C1CC1 4-{[3-(3-cyclohexylpropoxy)phenyl]amino}-3-cyclopropyl-N-[(2E)-imidazolidin-2-ylidene]benzamide